OCCC1CCN(CC1)C1=C2CCN(C2=CC=C1)C1C(NC(CC1)=O)=O 3-[4-[4-(2-hydroxyethyl)-1-piperidyl]indolin-1-yl]piperidine-2,6-dione